COC1=NC=CC=C1N1CCN(CC1)[C@H]1CC2(CN(C2)C(=O)OCC)CC1 ethyl (6R)-6-(4-(2-methoxypyridin-3-yl)piperazin-1-yl)-2-azaspiro[3.4]octane-2-carboxylate